4-chloro-3-(pyrrolidin-1-yl)benzaldehyde ClC1=C(C=C(C=O)C=C1)N1CCCC1